methyl (E)-3-(3-(N-(2-chloro-4-(1-methyl-1H-indazol-5-yl)benzyl)cyclohexanecarboxamido)phenyl)acrylate ClC1=C(CN(C(=O)C2CCCCC2)C=2C=C(C=CC2)/C=C/C(=O)OC)C=CC(=C1)C=1C=C2C=NN(C2=CC1)C